Bis(2,4,6-trimethylbenzoyl)-vinyl-phosphine CC1=C(C(=O)P(C=C)C(C2=C(C=C(C=C2C)C)C)=O)C(=CC(=C1)C)C